3-{4-[2-(5,5,8,8-tetramethyl-5,6,7,8-tetrahydronaphthalen-2-yl)-1,3-dithiolan-2-yl]phenyl}propanoic acid CC1(C=2C=CC(=CC2C(CC1)(C)C)C1(SCCS1)C1=CC=C(C=C1)CCC(=O)O)C